COC1=CC=C(CN2C(=NC=3C2=NC=C(C3)C(F)(F)F)N[C@@H]3C[C@H](CC3)NC3=CC=C(C=N3)N3C(C=CC=C3)=O)C=C1 6'-(((1S,3S)-3-((3-(4-Methoxybenzyl)-6-(trifluoromethyl)-3H-imidazo[4,5-b]pyridin-2-yl)amino)cyclopentyl)amino)-2H-[1,3'-bipyridin]-2-one